pyridine-3-carboxamide, hydrochloride salt Cl.N1=CC(=CC=C1)C(=O)N